(S)-1'-(5-((1H-indol-6-yl)thio)-1H-imidazo[4,5-b]pyrazin-2-yl)-1,3-dihydrospiro[indene-2,4'-piperidin]-1-amine N1C=CC2=CC=C(C=C12)SC=1N=C2C(=NC1)NC(=N2)N2CCC1(CC2)[C@@H](C2=CC=CC=C2C1)N